[Si](C)(C)(C(C)(C)C)OCC(C1=C2COCC2=CC=C1)NS(=O)C(C)(C)C N-(2-((tert-butyldimethylsilyl)oxy)-1-(1,3-dihydroisobenzofuran-4-yl)ethyl)-2-methylpropane-2-sulfinamide